CC1=C(C(=C(C(=C1C1=CC(=C(C(=C1)C(C)(C)C)O)C(C)(C)C)C)C1=CC(=C(C(=C1)C(C)(C)C)O)C(C)(C)C)C)C1=CC(=C(C(=C1)C(C)(C)C)O)C(C)(C)C 1,3,5-trimethyl-2,4,6-tris(3,5-di-tertbutyl-4-hydroxyphenyl)benzene